1-tert-butyltriazole-4-carboxylic acid CC(C)(C)N1C=C(N=N1)C(=O)O